CC1=NC=CC(=C1NCC1=CC(=C(C(=C1)O)N1CC(NS1(=O)=O)=O)F)C 5-[4-[[(2,4-dimethyl-3-pyridyl)amino]methyl]-2-fluoro-6-hydroxy-phenyl]-1,1-dioxo-1,2,5-thiadiazolidin-3-one